N-methylcyclopentylamine CNC1CCCC1